ClCC(=O)NC1=C(C(=O)C2=C(C=CC=C2)Cl)C=C(C=C1)[N+](=O)[O-] 2-(2-chloroacetamido)-5-nitro-2'-chlorobenzophenone